OC(CCC)C1=CC(=C(C=N1)C1=C2C(=C3C=C(N=CC3=C1)NC(=O)C1CC1)N=CN2C)C N-{4-[6-(1-Hydroxybutyl)-4-methylpyridin-3-yl]-3-methylimidazo[4,5-f]isoquinolin-8-yl}cyclopropanecarboxamide